1-(bromomethyl)-3-propoxybenzene BrCC1=CC(=CC=C1)OCCC